tetraethyl 6-oxoundecane-1,5,7,11-tetracarboxylate O=C(C(CCCCC(=O)OCC)C(=O)OCC)C(CCCCC(=O)OCC)C(=O)OCC